O=C1C=2N(CC3OC4CCC(N31)C4)C=C(C(C2)=O)C(=O)N 7,9-dioxo-2,3,4,5,7,9,13,13a-octahydro-2,5-methanopyrido[1',2':4,5]pyrazino[2,1-b][1,3]oxazepine-10-carboxamide